(3-fluoro-2-(trifluoromethyl)pyridin-4-yl)(4-hydroxypiperidin-1-yl)methanone FC=1C(=NC=CC1C(=O)N1CCC(CC1)O)C(F)(F)F